Methyl 2-((tert-butoxycarbonyl) (methyl) amino)-3-(4-fluorophenyl)-2-methylpropionate C(C)(C)(C)OC(=O)N(C(C(=O)OC)(CC1=CC=C(C=C1)F)C)C